(R)-2-Isopropylamino-2-phenylethanol C(C)(C)N[C@@H](CO)C1=CC=CC=C1